tert-butyl N-[[4-[6-[3-[2-[4-(4-aminophenyl)-1-piperidyl]ethyl]phenyl]pyrrolo[2,1-f][1,2,4]triazin-4-yl]-2-methyl-phenyl]methyl]carbamate NC1=CC=C(C=C1)C1CCN(CC1)CCC=1C=C(C=CC1)C=1C=C2C(=NC=NN2C1)C1=CC(=C(C=C1)CNC(OC(C)(C)C)=O)C